tert-butyl (1R,5S)-3-(7-(8-chloronaphthalen-1-yl)-8-fluoro-2-(((S)-1-methylpyrrolidin-2-yl)methoxy)pyrido[4,3-d]pyrimidin-4-yl)-3,8-diazabicyclo[3.2.1]octane-8-carboxylate ClC=1C=CC=C2C=CC=C(C12)C1=C(C=2N=C(N=C(C2C=N1)N1C[C@H]2CC[C@@H](C1)N2C(=O)OC(C)(C)C)OC[C@H]2N(CCC2)C)F